O=S1(CCC2=C1C=CC(=C2)N)=O 1,1-dioxo-2,3-dihydrobenzothiophen-5-amine